[Si](C1=CC=CC=C1)(C1=CC=CC=C1)(C(C)(C)C)OCC=1C=C(C2=C(C(NCCO2)=O)C1)C=1C(=NN(C1)C)C(F)(F)F 7-(((tert-butyldiphenylsilyl)oxy)methyl)-9-(1-methyl-3-(trifluoromethyl)-1H-pyrazol-4-yl)-3,4-dihydrobenzo[f][1,4]oxazepin-5(2H)-one